2-(2-chloropyridin-4-yl)-N-(2,5-bis(piperidin-1-yl)oxazolo[4,5-b]pyridin-6-yl)oxazole-4-carboxamide ClC1=NC=CC(=C1)C=1OC=C(N1)C(=O)NC=1C=C2C(=NC1N1CCCCC1)N=C(O2)N2CCCCC2